O=C1CN(CO1)C(=O)[O-] 5-oxooxazolidine-3-carboxylate